O=C1COCCN1N1CCC(CC1)NC(=O)C1=CC(=NN1C1CCOCC1)C(=O)N N5-(1-(3-oxomorpholino)piperidin-4-yl)-1-(tetrahydro-2H-pyran-4-yl)-1H-pyrazol-3,5-dicarboxamid